tert-butyl (R)-(1-(2-(difluoromethyl)-3-fluoro-4-(4,4,5,5-tetramethyl-1,3,2-dioxaborolan-2-yl)phenyl)ethyl)carbamate FC(C1=C(C=CC(=C1F)B1OC(C(O1)(C)C)(C)C)[C@@H](C)NC(OC(C)(C)C)=O)F